C(CCCCCCCCCCCCCCC)(=O)SC1=NC(=CC(=N1)C)C S-(4,6-Dimethyl-2-pyrimidinyl) thiopalmitate